2-(2',4'-dimethyl-[1,1'-biphenyl]-2-yl)-1-ethyl-N-methyl-1H-benzo[d]imidazole-5-carboxamide CC1=C(C=CC(=C1)C)C1=C(C=CC=C1)C1=NC2=C(N1CC)C=CC(=C2)C(=O)NC